[Cl-].C(CCCCCCCCCCCCCCCCCCC)[N+](C)(C)C eicosyl-trimethylammonium chloride